glycidyl-allylether C(C1CO1)OCC=C